2-(difluoromethyl)-N-[3-ethyl-1,1-dimethyl-2,3-dihydro-1H-indene-4-yl]pyridine-3-carboxamide FC(C1=NC=CC=C1C(=O)NC1=C2C(CC(C2=CC=C1)(C)C)CC)F